C(C=C)NC(=O)C1=NN(C=N1)CC=1SC(=CC1)C1=NOC(=N1)C(F)(F)F N-allyl-1-[[5-[5-(trifluoromethyl)-1,2,4-oxadiazol-3-yl]-2-thienyl]methyl]-1,2,4-triazole-3-carboxamide